1-chloro-6-(dibenzo[b,d]thiophen-1-yl)dibenzo[b,d]furan ClC1=CC=CC=2OC3=C(C21)C=CC=C3C3=CC=CC=2SC1=C(C23)C=CC=C1